5-(benzyloxy)-3-methyl-5-oxopentanoic Acid C(C1=CC=CC=C1)OC(CC(CC(=O)O)C)=O